2-amino-2-ethyl-1,3-propandiol NC(CO)(CO)CC